FC=1C=C2N=CC(=NC2=CC1F)NCC1N(C2CC(C1C)C2)C(=O)C2=NC(=CC=C2N2N=CC=N2)C cis-6,7-difluoro-N-({4-methyl-2-[6-methyl-3-(2H-1,2,3-triazol-2-yl)pyridine-2-carbonyl]-2-azabicyclo[3.1.1]heptan-3-yl}methyl)quinoxalin-2-amine